FC1=C(C=C2CN(C(C2=C1)=O)C1C(NC(CC1)=O)=O)N1CC(C1)CO 3-(6-Fluoro-5-(3-(hydroxymethyl)azetidin-1-yl)-1-oxoisoindol-2-yl)piperidine-2,6-dione